2-[(N'-p-chlorophenyl)-3-pyrazolyloxymethyl]nitrobenzene 8-(3-Chlorobenzyl)-2-(Furan-2-ylmethyl)-6-phenylimidazo[1,2-a]pyrazin-3-yl-acetat ClC=1C=C(CC=2C=3N(C=C(N2)C2=CC=CC=C2)C(=C(N3)CC=3OC=CC3)CC(=O)O)C=CC1.ClC1=CC=C(C=C1)N1N=CC=C1OCC1=C(C=CC=C1)[N+](=O)[O-]